NC=1N=C(SC1C(C1=CC=C(C=C1)OCC(=O)N(CCC1=CC=CC=C1)C)=O)N(C1=CC=C(C=C1)F)C(C(=O)N)C (N-[4-amino-5-[4-[2-[methyl(2-phenylethyl)amino]-2-oxo-ethoxy]benzoyl]thiazol-2-yl]-4-fluoro-anilino)propanamide